3-(1-(4-fluorophenyl)ethyl)-5-(5-methyl-oxazol-2-yl)-N-(2-(pyrrolidin-1-yl)ethyl)pyrazin-2-amine FC1=CC=C(C=C1)C(C)C=1C(=NC=C(N1)C=1OC(=CN1)C)NCCN1CCCC1